4-decaenal C(CCC=CCCCCC)=O